FC=1C=C2C(N(NC2=C(C1O)F)C)=O 5,7-difluoro-6-hydroxy-2-methyl-1H-indazol-3(2H)-one